4-(benzoxazolin-2-one-5-yl)-N2-[3-methyl-4-(4-methylpiperazin-1-yl)phenyl]-5-methylpyrimidine-2,4-diamine O1C(NC2=C1C=CC(=C2)C2(NC(=NC=C2C)NC2=CC(=C(C=C2)N2CCN(CC2)C)C)N)=O